C1(CC1)N1CCN(CC1)C1=CC(=C(N)C=C1)OC 4-(4-cyclopropylpiperazin-1-yl)-2-methoxyaniline